C(C)(C)C=1C=NN2C1N=C(N=C2NCC=2C=C(C=CC2)NC/C=C/C(=O)N(C)C)NC2CCOCC2 (E)-4-((3-(((8-isopropyl-2-((tetrahydro-2H-pyran-4-yl)amino)pyrazolo[1,5-a][1,3,5]triazin-4-yl)amino)methyl)phenyl)amino)-N,N-dimethylbut-2-enamide